C(C)(C)(C)NN(C(CN1N=C(N=C1)[N+](=O)[O-])=O)C1=C(C=C(C=C1C)C(F)(F)F)C tert-butyl-2-[2,6-dimethyl-4-(trifluoromethyl)phenyl]-2-[2-(3-nitro-1H-1,2,4-triazol-1-yl)acetyl]hydrazine